C(C)(=O)C=1C=CC(=C(C1)CN(C(C(=O)O)C)C)OC 2-([(5-ACETYL-2-METHOXYPHENYL)METHYL](METHYL)AMINO)PROPANOIC ACID